NC1(OC2=CC=CC=C2)CC=C(C=C1)N 1,4-diaminophenoxybenzene